2-(4-bromophenyl)-1-(1,3,5-triazin-2-yl)-1H-benzimidazole BrC1=CC=C(C=C1)C1=NC2=C(N1C1=NC=NC=N1)C=CC=C2